inositol 1,4,5-trisphosphate [C@H]1([C@@H]([C@H]([C@@H]([C@H]([C@@H]1OP(=O)(O)O)O)OP(=O)(O)O)OP(=O)(O)O)O)O